O[C@H]1[C@H](CC[C@@]2([C@H]3CC[C@]4([C@H]([C@@H]3CC[C@@H]12)CC[C@@H]4[C@H](C)CCCC(C)(C)O)C)C)OC(COCC4=CC=CC=C4)=O (benzyloxy)Acetic acid-(1R,3aS,3bS,5aR,6R,7S,9aR,9bS,11aR)-6-hydroxy-1-[(2R)-6-hydroxy-6-methylhept-2-yl]-9a,11a-Dimethylhexadecahydro-1H-cyclopenta[1,2-i]phenanthrene-7-yl ester